ON1C(=C(C(C2=CC=CC=C12)=O)C1=CC=C(C=C1)OC(F)(F)F)C 1-hydroxy-2-methyl-3-(4-trifluoromethoxyphenyl)-4(1H)-quinolinone